ClC1=C(C(=CC=C1)Cl)N1N=C(C(=C1)NC=1C=NC(=CC1)C1=NN=NN1C)C(=O)N 1-(2,6-dichlorophenyl)-4-((6-(1-methyl-1H-tetrazol-5-yl)pyridin-3-yl)amino)-1H-pyrazole-3-carboxamide